(5-methyl-3,4-dihydro-2H-quinoxalin-1-yl)-2-[4-(4-methylpiperazin-1-yl)anilino]-8-(3-pyridinyl)pyrido[2,3-d]pyrimidin-7-one CC1=C2NCCN(C2=CC=C1)C=1C2=C(N=C(N1)NC1=CC=C(C=C1)N1CCN(CC1)C)N(C(C=C2)=O)C=2C=NC=CC2